4-[1-(1,2-Benzothiazol-7-yl)ethoxy]-6-[5-methyl-1-(4-piperidyl)triazol-4-yl]pyrazolo[1,5-a]pyridine-3-carbonitrile S1N=CC2=C1C(=CC=C2)C(C)OC=2C=1N(C=C(C2)C=2N=NN(C2C)C2CCNCC2)N=CC1C#N